F[C@@H]1[C@@H]([C@H]2CN[C@@H]1CC2)N(C2=CC=C(N=N2)C2=C(C=C(C=C2)N2C=NC=C2)O)C 2-(6-(((1R,4R,5R,6S)-6-fluoro-2-azabicyclo[2.2.2]octan-5-yl)(methyl)amino)pyridazin-3-yl)-5-(1H-imidazol-1-yl)phenol